O1CCC(CC1)CN1CCC2(CCCN(C2)S(=O)(=O)C=2C=CC(=NC2)N2C(CCC2)=O)CC1 1-(5-((9-((Tetrahydro-2H-pyran-4-yl)methyl)-2,9-diazaspiro[5.5]undecan-2-yl)sulfonyl)pyridin-2-yl)pyrrolidin-2-one